1-(2-(4-benzylmorpholin-2-yl)propan-2-yl)azetidin-3-ol C(C1=CC=CC=C1)N1CC(OCC1)C(C)(C)N1CC(C1)O